C(C)C1=C(C=CC=C1)NC(OC1=C(C)C=CC(=C1)OC(NC1=C(C=CC=C1)CC)=S)=S 4-tolylene bis(2-ethylphenyl thiocarbamate)